(1R,2S)-1-Hydroxy-8-iodo-1,2,3,4-tetrahydronaphthalin-2-yl-carbamat O[C@H]1[C@H](CCC2=CC=CC(=C12)I)NC([O-])=O